(2E)-2-[2-[[(E)-(6-bromoindan-1-ylidene)amino]oxymethyl]-3-methyl-phenyl]-2-methoxyimino-N-methyl-acetamide BrC1=CC=C2CC/C(/C2=C1)=N\OCC1=C(C=CC=C1C)\C(\C(=O)NC)=N/OC